COC(C1CCN(CC1)C=1C(=C(C(=O)O)C=CC1)CO)OC (4-(dimethoxymethyl)piperidin-1-yl)-2-(hydroxymethyl)benzoic acid